5-(3-(difluoromethyl)imidazo[1,2-a]pyridin-6-yl)-N-((1-fluorocyclohexyl)methyl)-7H-pyrrolo[2,3-d]pyrimidin-2-amine FC(C1=CN=C2N1C=C(C=C2)C2=CNC=1N=C(N=CC12)NCC1(CCCCC1)F)F